trans-1-((4-((S)-3-(3,5-difluorophenyl)isoxazolidine-2-carbonyl)cyclohexyl)methyl)-4-fluoro-1H-indole-6-carbonitrile FC=1C=C(C=C(C1)F)[C@H]1N(OCC1)C(=O)[C@@H]1CC[C@H](CC1)CN1C=CC2=C(C=C(C=C12)C#N)F